CC=1N=C2N(N=C(C=C2C)C=2C=C3C=CN(C(C3=C(C2)F)=O)C2CNCC2)C1 6-{2,8-dimethylimidazo[1,2-b]pyridazin-6-yl}-8-fluoro-2-(pyrrolidin-3-yl)isoquinolin-1-one